4-(3-chloro-4-fluorobenzyl)phthalazine-1(2H)-one ClC=1C=C(CC2=NNC(C3=CC=CC=C23)=O)C=CC1F